1-[3-(3-cyclopropylpyridin-4-yl)-2-[4-(trifluoromethyl)phenyl]-6,7-dihydropyrazolo[1,5-a]pyrazin-5(4H)-yl]prop-2-en-1-one C1(CC1)C=1C=NC=CC1C=1C(=NN2C1CN(CC2)C(C=C)=O)C2=CC=C(C=C2)C(F)(F)F